C(C)(C)(C)OC(=O)N1[C@H]2C[C@]2(C[C@H]1C(=O)O)C (1S,3S,5S)-5-methyl-2-azabicyclo[3.1.0]Hexane-2,3-dicarboxylic acid 2-(tert-butyl) ester